Benzyl Benzoate (Benzyl Benzoate) C(C1=CC=CC=C1)C1=C(C(=O)O)C=CC=C1.C(C1=CC=CC=C1)(=O)OCC1=CC=CC=C1